C(C)(C)(C)OC(=O)C(CC1=CC=C(C(=O)OC(C)(C)C)C=C1)CCC(=O)NOC(NCC(C)(C)C)=O tert-Butyl 4-(2-(tert-butoxycarbonyl)-5-(((neopentylcarbamoyl)oxy)amino)-5-oxopentyl)benzoate